C1(CC1)C(=O)OC(C)C1=CC(=C(C=C1)Br)CC#N 1-[4-bromo-3-(cyanomethyl) phenyl]Ethyl cyclopropanecarboxylate